FC1=CC=C(C=C1)CC(C)=NS(=O)C(C)(C)C N-(1-(4-fluorophenyl)propan-2-ylidene)-2-methylpropane-2-sulfinamide